4-((2-hydroxyethyl)sulphonamido)-2-methyl-N-(3-(methylcarbamoyl)phenyl)-6-(6-azaspiro[2.5]octan-6-yl)benzamide OCCS(=O)(=O)NC1=CC(=C(C(=O)NC2=CC(=CC=C2)C(NC)=O)C(=C1)N1CCC2(CC2)CC1)C